6-bromo-3-nitro-N-(6-(trifluoromethyl)pyridin-3-yl)quinolin-4-amine BrC=1C=C2C(=C(C=NC2=CC1)[N+](=O)[O-])NC=1C=NC(=CC1)C(F)(F)F